CC1CCCC2=C1C(=CS2)C#N 4-methyl-4,5,6,7-tetrahydro-1-benzothiophene-3-carbonitrile